C1(=CC=C(C=C1)C1=NC(=NC(=N1)C1=CC(=CC=C1)Cl)C1=CC=CC=C1)C1=CC=CC=C1 2-(biphenyl-4-yl)-4-(3-chlorophenyl)-6-phenyl-1,3,5-triazine